(2S,4S)-2-(2-((tert-Butyldimethylsilyl)oxy)ethyl)-4-((2,6-dichloro-7-(8-cyanonaphthalen-1-yl)-8-fluoro-3-formylquinolin-4-yl)amino)piperidine-1-carboxylic acid tert-butyl ester C(C)(C)(C)OC(=O)N1[C@@H](C[C@H](CC1)NC1=C(C(=NC2=C(C(=C(C=C12)Cl)C1=CC=CC2=CC=CC(=C12)C#N)F)Cl)C=O)CCO[Si](C)(C)C(C)(C)C